C1(CCCC1)N1N=NC2=C1C=CC(=C2)C2=NOC(=N2)C2=C(C=CC=C2)OC 3-(1-cyclopentyl-1H-benzo[d][1,2,3]triazol-5-yl)-5-(2-methoxyphenyl)-1,2,4-oxadiazole